3-(4-chloro-1-ethyl-1H-pyrazol-5-yl)-5-fluorobenzoic acid ClC=1C=NN(C1C=1C=C(C(=O)O)C=C(C1)F)CC